BrC=1C(=NC(=CC1)Cl)C (3-bromo-6-chloropyridin-2-yl)methane